(1,10-phenanthroline) silver trifluoromethanesulfonate FC(S(=O)(=O)[O-])(F)F.[Ag+].N1=CC=CC2=CC=C3C=CC=NC3=C12